N(=NC(=O)OCC)C(=O)OCC Diethyl Azodicarboxylate